N-[5-(2,6-difluoro-4-methoxyphenyl)-2-[6-methanesulfonyl-3-(trifluoromethyl)pyridin-2-yl]-1-methyl-3-oxo-2,3-dihydro-1H-pyrazol-4-yl]-4-(difluoromethoxy)benzamide FC1=C(C(=CC(=C1)OC)F)C1=C(C(N(N1C)C1=NC(=CC=C1C(F)(F)F)S(=O)(=O)C)=O)NC(C1=CC=C(C=C1)OC(F)F)=O